Cl.O1CCN(CC1)S(=O)(=O)CCN 2-morpholinosulfonylethanamine hydrochloride